ClC1=CC(=C(C(=O)O)C=C1)S(N(C1=CC=CC=C1)C)(=O)=O 4-chloro-2-(N-methyl-N-phenyl-sulfamoyl)benzoic acid